Cl.Cl.N[C@H]1CCC(N(C1)C)=O (S)-5-amino-1-methylpiperidin-2-one dihydrochloride